Cl(=O)(=O)[O-].[Ce+3].Cl(=O)(=O)[O-].Cl(=O)(=O)[O-] cerium chlorate salt